C1=NC=CC2=C(C=CC=C12)NC(OC1CNCC1C1=CC=CC=C1)=S (4-Phenylpyrrolidin-3-yl) isoquinolin-5-ylcarbamothioate